C(C1=CC=CC=C1)N1CCC(CC1)OC1=C(C(=C(C=C1)S(=O)(=O)N(C(OC(C)(C)C)=O)C=1N=CSC1)F)C tert-butyl ((4-((1-benzylpiperidin-4-yl)oxy)-2-fluoro-3-methylphenyl)sulfonyl)(thiazol-4-yl)carbamate